ClC=1C(=NC=CC1)O[C@@H]1CN(CC1)C1=C(C=C(C(=O)OC)C=C1)C=O (S)-methyl 4-(3-(3-chloropyridin-2-yloxy)pyrrolidin-1-yl)-3-formylbenzoate